C1(=CC=CC=C1)P(=O)(C1=CC=CC=C1)C1=CC=CC=2C3=CC=CC=C3C3(C12)C1=CC=CC=C1N(C=1C=CC=CC13)C1=CC=CC=C1 (diphenylphosphoryl)-10-phenyl-10H-spiro[acridine-9,9'-fluorene]